[N+](=O)([O-])C1=NC(=NN1)C(=O)OCC ethyl 5-nitro-1H-1,2,4-triazole-3-carboxylate